N[C@@H](C(=O)OC(C)C)CNC(C1=CC(=CC(=C1)F)CC)=O (R)-isopropyl 2-amino-3-(3-ethyl-5-fluorobenzamido)propanoate